[I-].COC1=CC=C(C=C1)[PH+](C1=CC=C(C=C1)OC)C1=CC=C(C=C1)OC tris(4-methoxyphenyl)phosphonium iodide